di-isononyl sebacate C(CCCCCCCCC(=O)OCCCCCCC(C)C)(=O)OCCCCCCC(C)C